C(=O)C1=C(C=CC=C1O)C=1C=NN(C1)C=1C=C(C(=O)/N=C/2\NC3=C(N2CC(C)(C)O)C=C(C=C3)CN3CCN(CC3)C)C=CN1 (E)-2-(4-(2-formyl-3-hydroxyphenyl)-1H-pyrazol-1-yl)-N-(1-(2-hydroxy-2-methylpropyl)-6-((4-methylpiperazin-1-yl)methyl)-1,3-dihydro-2H-benzo[d]imidazol-2-ylidene)isonicotinamide